N1=NC(=CC=C1)C1=CC=C(C=C1)NC=1C=C(C=CC1)C1=NC2=C(N1)C=C(C=C2)C(=O)OC Methyl 2-(3-{[4-(pyridazin-3-yl)phenyl]amino}phenyl)-1H-benzo[d]imidazol-6-carboxylate